C(=O)O.C(C)(=O)O acetic acid formate salt